C1(=CC=CC2=CC=CC=C12)CNC(=O)C=1C=C(C(=O)O)C=CN1 2-((naphthalen-1-ylmethyl)carbamoyl)isonicotinic acid